C1(C=CC=C1)[Pt](C[Si](C)(C)C)(CC=C)CC=C (cyclopentadienyl)diallyl-trimethylsilylmethyl-platinum